C(C)(C)(C)C=1C=C(C=C(C1O)C(C)(C)C)CCC(=O)OCC(COC(CCC1=CC(=C(C(=C1)C(C)(C)C)O)C(C)(C)C)=O)(COC(CCC1=CC(=C(C(=C1)C(C)(C)C)O)C(C)(C)C)=O)COC(CCC1=CC(=C(C(=C1)C(C)(C)C)O)C(C)(C)C)=O pentaerythritol tetrakis-(3-(3,5-di-tert-butyl-4-hydroxyphenyl) propionate)